O=C1N(CC2=CC(=CC=C12)C1CCN(CC1)CC1=CC(=CC=C1)NC1=NC=CC=C1)C1C(NC(CC1)=O)=O 3-(1-Oxo-5-(1-(3-(pyridin-2-ylamino)benzyl)piperidin-4-yl)isoindolin-2-yl)piperidine-2,6-dione